CC1(CC12C=NC1=NC=CC=C12)C 2,2-Dimethylspiro[cyclopropane-1,3'-pyrrolo[2,3-b]pyridin]